IC=1C2=C(N(C3=C(N1)C=CC=C3)C)C=CC=3C=CC=CC32 13-iodo-7-methyl-7H-benzo[b]naphtho[2,1-e][1,4]diazepine